BrC1=CC2=C(N(C(=N2)C2=CC=CC=C2)C2=CC=CC=C2)C=C1 5-bromo-1,2-diphenyl-1H-benzo[D]imidazole